O=C1NC=2N(C3(C1)CCCC3)N=C(C2C#N)C2=CC=C3C=CC(=NC3=C2)C2=CC=CC=C2 5'-oxo-2'-(2-phenylquinolin-7-yl)-5',6'-dihydro-4'H-spiro[cyclopentane-1,7'-pyrazolo[1,5-a]pyrimidine]-3'-carbonitrile